FC=1C=C(C=CC1)C1=CC(=CC=C1)C[C@@H]1N(CC[C@@H]1NC(=O)[C@H]1OCCC1)C(=O)OC(C)(C)C tert-butyl (2S,3S)-2-[(3'-fluoro[1,1'-biphenyl]-3-yl)methyl]-3-{[(2S)-oxolane-2-carbonyl]amino}pyrrolidine-1-carboxylate